CN(C)CCCC(C(=O)N)(C)C dimethylaminopropyl-methyl-propionamide